1,1,1-trifluoro-N-(2-((trans)-4-hydroxy-3-(pyridin-2-ylmethyl)chroman-7-yl)phenyl)methanesulfonamide FC(S(=O)(=O)NC1=C(C=CC=C1)C1=CC=C2[C@H]([C@@H](COC2=C1)CC1=NC=CC=C1)O)(F)F